Cl.C1NCC2=C(C=CC=C12)CN1CCOCC1 4-(isoindolin-4-ylmethyl)morpholine hydrochloride